[2-(2,5-difluoro phenyl)-1,2-dimethylpropyl] (2S)-2-[(3-hydroxy-4-methoxy-pyridine-2-carbonyl) amino]propanoate OC=1C(=NC=CC1OC)C(=O)N[C@H](C(=O)OC(C(C)(C)C1=C(C=CC(=C1)F)F)C)C